FC1=C(OC=2C=NC3=CC(=NC=C3C2)C(C(F)(F)F)N2C(CCC2)C2=CC=NC=C2)C=CC(=C1)F 3-(2,4-difluorophenoxy)-7-(2,2,2-trifluoro-1-(2-(pyridin-4-yl)pyrrolidin-1-yl)ethyl)-1,6-naphthyridine